C(C=C=C)(=O)OCC ethyl 2,3-butadienoate